butyl (1S,2R,3S)-2-methyl-3-(pyrimidin-4-yl)cyclopropane-1-carboxylate C[C@H]1[C@@H]([C@H]1C1=NC=NC=C1)C(=O)OCCCC